ClCCN1CCNCC1 1-(2-chloroethyl)piperazine